ClC1=CC(=C(C=C1)C1=C(N(N=N1)CC)CN1N=CC(=CC1=O)N1CC(C1)OCC(F)F)F 2-[[5-(4-chloro-2-fluoro-phenyl)-3-ethyl-triazol-4-yl]methyl]-5-[3-(2,2-difluoroethoxy)azetidin-1-yl]pyridazin-3-one